BrC=1SC(=C(N1)C)NC(OC(C)(C)C)=O tert-butyl (2-bromo-4-methylthiazol-5-yl)carbamate